4-(4-hydroxybutoxy-3-methylphenyl)-7-phenyl-quinoline OCCCCOC1=C(C=CC=C1C)C1=CC=NC2=CC(=CC=C12)C1=CC=CC=C1